C1CN(CCN1)C2=CC(=CC=C2)Cl m-chlorophenylpiperazine